5-bromo-2-chloro-3-fluoro-N-(3-fluoro-5-methoxy-2,6-dimethyl-phenyl)pyridin-4-amine BrC=1C(=C(C(=NC1)Cl)F)NC1=C(C(=CC(=C1C)OC)F)C